(((hydroxy)benzylamino)(2-chlorophenyl)methyl)diphenylphosphine oxide ON(CC1=CC=CC=C1)C(C1=C(C=CC=C1)Cl)P(C1=CC=CC=C1)(C1=CC=CC=C1)=O